CS(=O)(=O)OC(C1=CC(=NN1C)C#N)C1=CC(=NN1C1=C(C=C(C=C1)F)[C@@H](C)OCC1=CC=C(C=C1)OC)Cl (3-chloro-1-(4-fluoro-2-((R)-1-((4-methoxybenzyl)oxy)ethyl)phenyl)-1H-pyrazol-5-yl)(3-cyano-1-methyl-1H-pyrazol-5-yl)methyl methanesulfonate